1-((2-((2-chloro-3-(3-chloro-2-(3-methoxy-4-((7-oxo-2,6-diazaspiro[3.4]octan-2-yl)methyl)phenyl)pyridin-4-yl)phenyl)amino)-3-fluoropyridin-4-yl)methyl)piperidine-4-carboxylic acid ClC1=C(C=CC=C1C1=C(C(=NC=C1)C1=CC(=C(C=C1)CN1CC2(C1)CNC(C2)=O)OC)Cl)NC2=NC=CC(=C2F)CN2CCC(CC2)C(=O)O